C(C)(C)(C)C1=CC=C(C(=N1)S(=O)(=O)NC(=O)C1=NC2=CC=CC(=C2C=C1)C1=CC=CC(=N1)NC(OC(C)(C)C)=O)OC tert-butyl (6-(2-(((6-(tert-butyl)-3-methoxypyridin-2-yl)sulfonyl)carbamoyl)quinolin-5-yl)pyridin-2-yl)carbamate